6-(hydroxymethyl)-1-methyl-1,3-dihydro-2H-benzo[d]imidazol-2-one OCC=1C=CC2=C(N(C(N2)=O)C)C1